trans-tert-butyl N-(2-hydroxyethyl)-N-[3-[(6-(4-hydroxyphenyl)-1-(tetrahydro-2H-pyran-2-yl)-1H-indazol-4-yl) oxy]cyclobutyl]carbamate OCCN(C(OC(C)(C)C)=O)[C@@H]1C[C@H](C1)OC1=C2C=NN(C2=CC(=C1)C1=CC=C(C=C1)O)C1OCCCC1